OCCCC(=O)N 4-HYDROXYBUTYRAMIDE